[(2E)-3,7-dimethylocta-2,6-dienyl] 2-aminobenzoate NC1=C(C(=O)OC\C=C(\CCC=C(C)C)/C)C=CC=C1